methylTetrahydrofuran-3,4-diyldipropionate COC(CCC1COCC1CCC(=O)[O-])=O